(2S,4R)-1-((S)-2-acetamido-3,3-dimethylbutyryl)-4-hydroxy-N-(2-hydroxy-4-(4-methylthiazol-5-yl)benzyl)pyrrolidine-2-carboxamide C(C)(=O)N[C@H](C(=O)N1[C@@H](C[C@H](C1)O)C(=O)NCC1=C(C=C(C=C1)C1=C(N=CS1)C)O)C(C)(C)C